7-hydroxy-2-oxo-4-propyl-2H-chromene-8-carboxylic acid OC1=CC=C2C(=CC(OC2=C1C(=O)O)=O)CCC